C(C)(C)(CC(C)(C)C)C1=CC=C(C=C1)O p-tert-octyl-phenol